C(C)(C)(C)OC(=O)NC1=C(C=C(C=C1)C1=CC=C(C=C1)F)NC(=O)C1=CC=C(C=C1)C1(CC1)S(=NC(OC(C)(C)C)=O)(=O)C tert-butyl N-[[1-[4-[[2-(tert-butoxycarbonylamino)-5-(4-fluorophenyl)phenyl]carbamoyl]phenyl]cyclopropyl]-methyl-oxo-sulfanylidene]carbamate